C(CCCCCCCCCCCCCCCCC)(=O)OC(CCCCCCCCCCCCCCCCC)=O.[Zn] zinc stearoyl stearate